(R)-(3-aminopiperidin-1-yl)(2-(5,6-difluoro-1-(2-methoxyethyl)-1H-indol-2-yl)-3,4-dihydro-5-oxa-1,2a-diazaacenaphthylen-7-yl)methanone N[C@H]1CN(CCC1)C(=O)C=1C=C2OCCN3C(=NC(C1)=C32)C=3N(C2=CC(=C(C=C2C3)F)F)CCOC